tert-butyl (7-bromo-6-((diethoxyphosphoryl)difluoromethyl) isoquinolin-3-yl)(4,4,4-trifluorobutyl)carbamate BrC1=C(C=C2C=C(N=CC2=C1)N(C(OC(C)(C)C)=O)CCCC(F)(F)F)C(F)(F)P(=O)(OCC)OCC